CC1(OB(OC1(C)C)C1=CC2=C(OCCN2)C=C1)C 6-(4,4,5,5-tetramethyl-1,3,2-dioxaborolan-2-yl)-3,4-dihydro-2H-benzo[b][1,4]Oxazine